NC=1OC2=C(C(C1C=O)=O)C=C(C=C2)F 2-amino-6-fluoro-4-oxo-4h-1-benzopyran-3-carboxaldehyde